thiomethanamide C(=S)N